ClC=1C=C2C(CC(C2=CC1)=O)(C(F)(F)F)C(F)(F)F 5-chloro-3,3-bistrifluoromethyl-1-indenone